N1C=NC=C1C1=C(N=C2N1C=C(C=N2)CCC2=CC=CC=C2)C2=NC(=NN2)C(F)(F)F 5-[3-(1H-imidazol-5-yl)-6-(2-phenylethyl)imidazo[1,2-a]pyrimidin-2-yl]-3-(trifluoromethyl)-1H-1,2,4-triazole